ClC1=C(C(=CC=C1Cl)O)C1CC2COC(C(N2CC1)=O)CO 8-(2,3-dichloro-6-hydroxyphenyl)-3-(hydroxymethyl)-hexahydro-1H-pyrido[2,1-c][1,4]oxazin-4-one